1-((5-(1-((tert-butoxycarbonyl) amino) ethyl)-2-(3-(cyclopropylmethoxy)-4-(difluoromethoxy) phenyl) oxazol-4-yl) methyl)-4-ethoxy-2-fluorobenzoate C(C)(C)(C)OC(=O)NC(C)C1=C(N=C(O1)C1=CC(=C(C=C1)OC(F)F)OCC1CC1)CC1(C(=O)[O-])C(C=C(C=C1)OCC)F